((1S,3S)-3-(1-isopropyl-3-(5-(trifluoromethyl)pyridin-3-yl)-1H-pyrazol-5-yl)cyclopentyl)-1,4-oxaazepane C(C)(C)N1N=C(C=C1[C@@H]1C[C@H](CC1)C1OCCCNC1)C=1C=NC=C(C1)C(F)(F)F